FCC(F)(F)F 1,2,2,2-tetrafluoroethane